C(C)(=O)C1=SCCN1 2-acetyl-1-thiazoline